N-(5-Chloro-1H-indol-3-yl)-1-propyl-5-(trifluoromethoxy)-1H-benzo[d]imidazol-2-amine ClC=1C=C2C(=CNC2=CC1)NC1=NC2=C(N1CCC)C=CC(=C2)OC(F)(F)F